NCC1CC(CCC1)CN 1,3-bis-(amino-methyl)-cyclohexane